O1CCC(CC1)C=1C=C2C=CNC2=CC1 5-tetrahydropyran-4-yl-indol